7-((2-((7-methoxy-2-methyl-1,2,3,4-tetrahydroisoquinolin-6-yl)amino)-5-(trifluoromethyl)pyrimidin-4-yl)amino)isoindolin-1-one COC1=C(C=C2CCN(CC2=C1)C)NC1=NC=C(C(=N1)NC=1C=CC=C2CNC(C12)=O)C(F)(F)F